ethyl 2,4-dichloro-5-pyrimidinecarboxylate ClC1=NC=C(C(=N1)Cl)C(=O)OCC